(S)-4-(cyclopropylethynyl)-6-fluoro-7-((5-oxo-1,5-dihydro-4H-1,2,4-triazol-4-yl)methyl)-4-(trifluoromethyl)-3,4-dihydroquinazolin-2(1H)-one C1(CC1)C#C[C@@]1(NC(NC2=CC(=C(C=C12)F)CN1C=NNC1=O)=O)C(F)(F)F